C(C1=CC=CC=C1)OC1=CC=C(C(=N1)C1=N[C@H](C(NC2=C1C(=C(C=C2)C(F)(F)F)Cl)=O)C)F (3S)-5-(6-benzyloxy-3-fluoro-2-pyridinyl)-6-chloro-3-methyl-7-(trifluoromethyl)-1,3-dihydro-1,4-benzodiazepine-2-One